tert-Butyl N2-(N2-(1-azido-3,6,9,12,15,18-hexaoxahenicosan-21-oyl)-N6-(tert-butoxycarbonyl)-L-lysyl)-N6-((benzyloxy) carbonyl)-L-lysinate N(=[N+]=[N-])CCOCCOCCOCCOCCOCCOCCC(=O)N[C@@H](CCCCNC(=O)OC(C)(C)C)C(=O)N[C@@H](CCCCNC(=O)OCC1=CC=CC=C1)C(=O)OC(C)(C)C